(RS)-α-cyano-3-phenoxybenzyl (RS)-2,2-dichloro-1-(4-ethoxyphenyl)cyclopropanecarboxylate ClC1([C@@](C1)(C(=O)O[C@H](C1=CC(=CC=C1)OC1=CC=CC=C1)C#N)C1=CC=C(C=C1)OCC)Cl |r|